5-(3-bromophenyl)thiophene-2-carbaldehyde oxime BrC=1C=C(C=CC1)C1=CC=C(S1)C=NO